1-[[3-[1-[4-[(3R,5R)-5-[(5-bromo-1-methyl-6-oxo-pyridazin-4-yl)amino]-1-methyl-3-piperidyl]benzoyl]-4-piperidyl]phenyl]methyl]hexahydropyrimidine-2,4-dione BrC1=C(C=NN(C1=O)C)N[C@@H]1C[C@@H](CN(C1)C)C1=CC=C(C(=O)N2CCC(CC2)C=2C=C(C=CC2)CN2C(NC(CC2)=O)=O)C=C1